5-(N-p-bromobenzyl-3-cyanoindol-5-yl)isoxazole-3-carboxylic acid ethyl ester C(C)OC(=O)C1=NOC(=C1)C=1C=C2C(=CN(C2=CC1)CC1=CC=C(C=C1)Br)C#N